FC1=CC=C2C(=C(C=NC2=C1C1=C(C(=CC(=C1)F)F)F)N)C1CCOCC1 7-Fluoro-4-(tetrahydro-2H-pyran-4-yl)-8-(2,3,5-trifluorophenyl)quinolin-3-amine